C(C)(C)(C)OC(=O)N(C1CCNCC1)C1CC1 4-[(tert-butoxycarbonyl)(cyclopropyl)amino]piperidin